N-(5-(4-cyano-3-(trifluoromethyl)phenoxy)-2-methoxyphenyl)-1-methyl-5-oxopyrrolidine-2-carboxamide C(#N)C1=C(C=C(OC=2C=CC(=C(C2)NC(=O)C2N(C(CC2)=O)C)OC)C=C1)C(F)(F)F